3-(4-amino-7-(cyclopropanecarbonyl)-3-((1-cyclopropyl-6-fluoro-1H-benzo[d]imidazol-5-yl)ethynyl)-1H-pyrazolo[4,3-c]pyridin-1-yl)pyrrolidin NC1=NC=C(C2=C1C(=NN2C2CNCC2)C#CC2=CC1=C(N(C=N1)C1CC1)C=C2F)C(=O)C2CC2